ClCC1=C(C=NC=C1)N1C(NC(CC1)=O)=O 1-(4-(Chloromethyl)pyridin-3-yl)dihydropyrimidine-2,4(1H,3H)-dione